4-cyano-2-aminobutyric acid C(#N)CCC(C(=O)O)N